C(C)(C)(C)CC(C(=O)O[O-])(C)C tert-butylperoxypivalate